4-((1R,5S)-3,8-diazabicyclo[3.2.1]octan-3-yl)-2-((2,6-dimethylenetetrahydro-1H-pyrrolizin-7a(5H)-yl)methoxy)-7-(8-ethynyl-7-fluoronaphthalen-1-yl)-8-fluoropyrido[4,3-d]-pyrimidine [C@H]12CN(C[C@H](CC1)N2)C=2C1=C(N=C(N2)OCC23CC(CN3CC(C2)=C)=C)C(=C(N=C1)C1=CC=CC2=CC=C(C(=C12)C#C)F)F